C(CCNC([C@H](O)C(C)(C)CO)=O)(=O)O.C[C@H]1O[C@H](CN(C1)C1=C2C=CC=NC2=C(C=C1)C(F)(F)F)C(=O)NC1CNCCOC1 (2R,6R)-6-methyl-N-(1,4-oxazepan-6-yl)-4-[8-(trifluoromethyl)-5-quinolyl]morpholine-2-carboxamide PANTOTHENAT